ClC1=C(CC2=CC=C(C=C2)[C@H](CC(=O)O)NC(=O)NC=2C(N(C=C(C2O)C)C)=O)C=CC=C1 (S)-3-(4-(2-chlorobenzyl)phenyl)-3-(3-(4-hydroxy-1,5-dimethyl-2-oxo-1,2-dihydropyridin-3-yl)ureido)propanoic acid